2,6-dicyclopropanecarbonyl-1,2,3,5,6,7-hexahydro-s-indacene-1,3,5,7-tetrone C1(CC1)C(=O)C1C(C2=CC=3C(C(C(C3C=C2C1=O)=O)C(=O)C1CC1)=O)=O